11-acetyl-5,6-dihydro-7H-benzo[c]xanthen-7-one C(C)(=O)C=1C=2OC=3C4=C(CCC3C(C2C=CC1)=O)C=CC=C4